(1-(2-morpholinoethyl)-2-oxo-2,3-dihydro-1H-pyrido[2,3-b][1,4]thiazin-7-yl)-3-(trifluoromethyl)pyridin O1CCN(CC1)CCN1C2=C(SCC1=O)N=CC(=C2)C2=NC=CC=C2C(F)(F)F